6-chloro-3-methyl-8-[(2R)-2-(trifluoromethyl)azetidin-1-yl]imidazo[1,2-a]pyrazine ClC=1N=C(C=2N(C1)C(=CN2)C)N2[C@H](CC2)C(F)(F)F